(3-(2-(4-fluorobenzyl)-2,6-dihydropyrrolo[3,4-c]pyrazol-5(4H)-yl)phenyl)(pyrrolidin-1-yl)methanone FC1=CC=C(CN2N=C3C(=C2)CN(C3)C=3C=C(C=CC3)C(=O)N3CCCC3)C=C1